C1(CC1)C(=O)NC1=CC=C(C=N1)N1C=NC2=C1C=C(C=C2C)C(=O)N(C)C2=CC(=C(C=C2)F)C 3-[6-(cyclopropanecarbonylamino)-3-pyridyl]-N-(4-fluoro-3-methyl-phenyl)-N,7-dimethyl-benzimidazole-5-carboxamide